O(C1=CC=CC=C1)C1=CC=C(CCNC(C2=CC=CC=C2)=O)C=C1 N-(4-phenoxyphenethyl)benzamide